(6-butyl-5-(ethyl-(phenyl)amino)-2,4-dihydroxypyridin-3-yl)(3-(5-chloro-3-fluoropyridin-2-yl)pyrrolidin-1-yl)methanone C(CCC)C1=C(C(=C(C(=N1)O)C(=O)N1CC(CC1)C1=NC=C(C=C1F)Cl)O)N(C1=CC=CC=C1)CC